FC1(C(N=CC2=CC=CC(=C12)F)(C)C)F 4,4,5-trifluoro-3,3-dimethyl-3,4-dihydroisoquinolin